C1=C(C=CC=2OC3=C(C21)C=CC=C3)C(C)(C)N 2-(dibenzo[b,d]furan-2-yl)propan-2-amine